6-(Cyclopropanecarboxamido)-4-((5-ethyl-1-methyl-4-oxo-4,5-dihydro-1H-pyrrolo[3,2-c]pyridin-3-yl)amino)-N-(methyl-d3)pyridazine-3-carboxamide C1(CC1)C(=O)NC1=CC(=C(N=N1)C(=O)NC([2H])([2H])[2H])NC1=CN(C2=C1C(N(C=C2)CC)=O)C